2-(2-(1-propenoyl-1,2,5,6-tetrahydropyridin-3-yl)thiazol-4-yl)-N-(4-(7-methoxy-1H-indol-3-yl)-5-(trifluoromethyl)pyrimidin-2-yl)propanamide C(C=C)(=O)N1CC(=CCC1)C=1SC=C(N1)C(C(=O)NC1=NC=C(C(=N1)C1=CNC2=C(C=CC=C12)OC)C(F)(F)F)C